O=C(CCCCCCC(=O)O)C1=CC=CC=C1 8-oxo-8-phenyl-octanoic acid